tert-butyl (E)-3-(2-(azetidin-1-yl)ethylidene)-2-oxopyrrolidine-1-carboxylate N1(CCC1)C\C=C/1\C(N(CC1)C(=O)OC(C)(C)C)=O